phenazine-1-formamide C1(=CC=CC2=NC3=CC=CC=C3N=C12)C(=O)N